C(C)OC(=O)C=1N=CC=2CN(CCC2C1)C1=CC(=C(C=C1)C)F 7-(3-fluoro-4-methylphenyl)-5,6,7,8-tetrahydro-2,7-naphthyridine-3-carboxylic acid ethyl ester